N-((7-bromonaphthalen-1-yl)methyl)-1-((6-cyclopropylimidazo[1,2-a]pyridin-2-yl)methyl)-1H-pyrazole-4-carboxamide BrC1=CC=C2C=CC=C(C2=C1)CNC(=O)C=1C=NN(C1)CC=1N=C2N(C=C(C=C2)C2CC2)C1